9,10-bis(2-ethylhexyloxycarbonyloxy)anthracene C(C)C(COC(=O)OC=1C2=CC=CC=C2C(=C2C=CC=CC12)OC(=O)OCC(CCCC)CC)CCCC